N-[(2R)-1,4-dioxan-2-ylmethyl]-8'-methyl-2'-(pyridin-3-ylmethyl)-2',5'-dihydrospiro[cyclopropane-1,4'-furo[2,3-g]indazole]-7'-carboxamide O1[C@@H](COCC1)CNC(=O)C1=C(C2=C(CC3(C4=CN(N=C24)CC=2C=NC=CC2)CC3)O1)C